4-(4-amino-2-{2-fluoro-4-[(2-fluoroacrylamido)]phenyl}-7-(3-hydroxy-3-methylbut-1-ynyl)-1-methylpyrrolo[3,2-c]pyridin-3-yl)-2-methoxy-N-(2,2,2-trifluoroethyl)benzamide NC1=NC=C(C2=C1C(=C(N2C)C2=C(C=C(C=C2)NC(C(=C)F)=O)F)C2=CC(=C(C(=O)NCC(F)(F)F)C=C2)OC)C#CC(C)(C)O